C1(OC(=C(C2=CC=CC=C2)O1)C1=CC=CC=C1)=O 1,2-Diphenylvinylene carbonate